COCCN1C=NC=C1 1-(2-methoxyethyl)-1H-imidazol